O=C1NCCN2[C@@H](COC3=C(SC1=C32)C=3C=NN(C3)C(C3=CC=CC=C3)(C3=CC=CC=C3)C3=CC=CC=C3)CNC(C)=O N-[[(7R)-12-oxo-3-(1-tritylpyrazol-4-yl)-5-oxa-2-thia-8,11-diazatricyclo[6.4.1.04,13]trideca-1(13),3-dien-7-yl]methyl]acetamide